N=1N2C(C=NC1N)=CC=C2 pyrrolo[2,1-F][1,2,4]triazin-2-amine